1-isopropyl-3-(3-vinyl-1H-pyrazol-5-yl)-1H-pyrazolo[3,4-d]pyrimidin-4-amine hydrochloride Cl.C(C)(C)N1N=C(C=2C1=NC=NC2N)C2=CC(=NN2)C=C